Tert-butyl 4-(6-((6-(difluoromethyl)pyridin-2-yl)carbamoyl)-7-isopropoxy imidazo[1,2-a]pyridin-2-yl)piperidine-1-carboxylate FC(C1=CC=CC(=N1)NC(=O)C=1C(=CC=2N(C1)C=C(N2)C2CCN(CC2)C(=O)OC(C)(C)C)OC(C)C)F